Cl.FC1=CC=C(C=C1)CCN1CCC(CC1)NC 1-(4-fluorophenylethyl)-N-methylpiperidin-4-amine hydrochloride